NC(CCC1CC1)(C1=CC=NC=C1)C=1C=CC(=C(C1)NC(=O)[C@@H]1N(C[C@@H](C1)OC)C(C1=CC(=C(C=C1)F)N)=O)F (2R,4R)-N-(5-((+)-1-amino-3-cyclopropyl-1-(pyridin-4-yl)propyl)-2-fluorophenyl)-1-(3-amino-4-fluorobenzoyl)-4-methoxypyrrolidine-2-carboxamide